C(C)(C)(C)C1=CC=CC(=C1)C(C)(C)C 2,4-di-t-butylbenzene